1-(4-chlorophenyl)-N-(5-methyl-1-(1H-tetrazol-5-yl)azepan-3-yl)cyclopropane-1-carboxamide ClC1=CC=C(C=C1)C1(CC1)C(=O)NC1CN(CCC(C1)C)C1=NN=NN1